C(N)(=N)C1=CC=C(CNC([C@H](C)NC(=O)[C@@H]2N(C[C@H](C2)C2=CC=CC=C2)CC(=O)O)=O)C=C1 2-((2R,4R)-2-(((S)-1-((4-carbamimidoylbenzyl)amino)-1-oxopropan-2-yl)carbamoyl)-4-phenylpyrrolidin-1-yl)acetic acid